CC([C@@H](C)O)(C)N1N=CC(=C1)[N+](=O)[O-] |r| rac-3-methyl-3-(4-nitro-1H-pyrazol-1-yl)butan-2-ol